1-(1-((5-(4-(azetidin-3-ylethynyl)phenyl)isoxazol-3-yl)methyl)-1H-imidazol-2-yl)ethan-1-ol N1CC(C1)C#CC1=CC=C(C=C1)C1=CC(=NO1)CN1C(=NC=C1)C(C)O